C1(=CC=CC2=CC=CC=C12)C(=O)[O-].[Cu+] cuprous naphthoate